FC(C=1SC(=CN1)C=O)(F)F 2-(trifluoromethyl)-1,3-thiazole-5-carbaldehyde